ClC1=C2C(=NC(=N1)Cl)N(N=C2)C2=CC=CC=C2 4,6-Dichloro-1-phenyl-1H-pyrazolo[3,4-d]pyrimidine